2-hydroxy-4-methoxy-4'-methyl-benzophenone OC1=C(C(=O)C2=CC=C(C=C2)C)C=CC(=C1)OC